C(C)(C)OC(CCCCCCCCCCC)=O lauric acid isopropyl ester